BrC1=CC=C(C=C1)CC(=O)C1C(OC(OC1=O)(C)C)=O 5-(2-(4-bromophenyl)acetyl)-2,2-dimethyl-1,3-dioxane-4,6-dione